CC(C=O)(C)C1CCN(CC1)CC(F)(F)F 2-methyl-2-[1-(2,2,2-trifluoroethyl)piperidin-4-yl]propanal